C(CCCCCC(C)C)C1(C(=O)O)C(C(=O)O)(C=CC=C1)CCCCCCC(C)C.ClC[Si](C)(C)CCC chloromethyl-propyl-dimethyl-silane 1,2-Diisononylphthalate